O=C1NC(CCC1N1C(N(C2=NC(=NC=C12)N1CCC(CC1)(O)CC(=O)O)C)=O)=O 2-[1-[7-(2,6-dioxo-3-piperidyl)-9-methyl-8-oxo-purin-2-yl]-4-hydroxy-4-piperidyl]acetic acid